FC1=CC=C(C=C1)C=1C(=C2N(N1)CC1C2C1)C1=C2C(=NC=C1)NN=C2 (Racemic)-2-(4-Fluorophenyl)-3-(1H-pyrazolo[3,4-b]pyridin-4-yl)-3b,4,4a,5-tetrahydrocyclopropa[3,4]pyrrolo[1,2-b]pyrazole